Cl.C1(CCCC1)N1C(C(=CC2=C1N=C(N=C2)NC2=NC=C(C=C2)N2CCNCC2)F)=O 8-cyclopentyl-6-fluoro-2-(5-piperazin-1-yl-pyridin-2-ylamino)-8H-pyrido[2,3-d]pyrimidin-7-one hydrochloride